1-Cyclopentyl-7-cyclopropyl-3-methyl-8-(1-methyl-1H-indazol-5-yl)-3,6-dihydroimidazo[4,5-d]pyrrolo[2,3-b]pyridin-2(1H)-one C1(CCCC1)N1C(N(C=2C1=C1C(=NC2)NC(=C1C=1C=C2C=NN(C2=CC1)C)C1CC1)C)=O